C(CC)C(CC(C(C(=O)[O-])S(=O)(=O)O)(C(=O)[O-])CC(CCCCC)CCC)CCCCC bis(2-propylheptyl)-sulfosuccinate